5-{7-(1-cyclopropyl-1H-pyrazol-3-yl)-4-thia-1,6-diazabicyclo[3.3.0]octa-2,5,7-trien-8-yl}-1,3a-diaza-3-indenecarboxamide C1(CC1)N1N=C(C=C1)C=1N=C2SC=CN2C1C1=CN2C(=CN=C2C=C1)C(=O)N